tert-butyl (((4-((S)-2-((S)-2-(3-(2,5-dioxo-2,5-dihydro-1H-pyrrol-1-yl)propanamido)-3-methylbutanamido)propanamido)benzyl)oxy)carbonyl)-L-alaninate O=C1N(C(C=C1)=O)CCC(=O)N[C@H](C(=O)N[C@H](C(=O)NC1=CC=C(COC(=O)N[C@@H](C)C(=O)OC(C)(C)C)C=C1)C)C(C)C